C(C)(C)(C)C=1C=C2C(=NC(=NC2=C(C1)C)C=1OC2=C(C1C)C=CC=C2)C#N 6-tert-butyl-8-methyl-2-(3-methyl-1-benzofuran-2-yl)quinazoline-4-carbonitrile